3,5,5-trimethyl-3-((methylamino)methyl)-6-oxocyclohex-1-ene-1-carbonitrile CC1(C=C(C(C(C1)(C)C)=O)C#N)CNC